(2S,5'R)-7-chloro-4-ethoxy-3'-methoxy-5'-methyl-6-(5-methyl-1,3,4-oxadiazol-2-yl)spiro[benzofuran-2,4'-cyclohex-2-ene] ClC1=C(C=C(C=2C[C@]3(C(=CCC[C@H]3C)OC)OC21)OCC)C=2OC(=NN2)C